2,5-dimethylpyridine hydrochloride Cl.CC1=NC=C(C=C1)C